2-(2,6-dioxopiperidin-3-yl)-5-(2-(3-(3-(((1s,3s)-1-hydroxy-3-((5-(5-methyl-5H-pyrido[4,3-b]indol-7-yl)pyridin-2-yl)oxy)cyclobutyl)methoxy)propoxy)propoxy)ethoxy)isoindoline-1,3-dione O=C1NC(CCC1N1C(C2=CC=C(C=C2C1=O)OCCOCCCOCCCOCC1(CC(C1)OC1=NC=C(C=C1)C=1C=CC=2C3=C(N(C2C1)C)C=CN=C3)O)=O)=O